(+)-5-(azetidin-3-yl)-2-[3-(trifluoromethyl)pyrrolidin-1-yl]Pyridine N1CC(C1)C=1C=CC(=NC1)N1CC(CC1)C(F)(F)F